FC=1C=C(C=C(C1)F)[C@@H]1[C@H](CC2=NN(C(N21)=O)C21CC(C2)(C1)C#N)C |o1:8,9| 3-[5-(S or R)-(3,5-difluorophenyl)-6-(S or R)-methyl-3-oxo-6,7-dihydro-3H-pyrrolo[2,1-c][1,2,4]triazol-2(5H)-yl]bicyclo[1.1.1]pentane-1-carbonitrile